tert-butyl 4-[3-[(2,6-dioxo-3-piperidyl)amino]phenyl]piperazine-1-carboxylate O=C1NC(CCC1NC=1C=C(C=CC1)N1CCN(CC1)C(=O)OC(C)(C)C)=O